5-(1H-Pyrazol-4-yl)-2-[6-(1,2,3,6-tetrahydropyridin-4-yl)[1,3]thiazolo[4,5-c]pyridin-2-yl]phenol-Hydrochlorid Cl.N1N=CC(=C1)C=1C=CC(=C(C1)O)C=1SC2=C(C=NC(=C2)C=2CCNCC2)N1